6-(2-cyclopropyl-6,7-dihydrothiazolo[5,4-c]pyridin-5(4H)-yl)-4,5-dimethylpyridazine C1(CC1)C=1SC=2CN(CCC2N1)C1=C(C(=CN=N1)C)C